P(O)(=O)(OP(=O)(O)OP(=O)(O)O)OC[C@@H]1[C@H](C[C@@H](O1)N1C(=O)N=C(N)C=C1)O Deoxycytidine 5'-triphosphate